1-(4-bromopyridin-2-yl)-N-(1-methylindazol-7-yl)pyrazole-4-sulfonamide BrC1=CC(=NC=C1)N1N=CC(=C1)S(=O)(=O)NC=1C=CC=C2C=NN(C12)C